C(#N)/C(/C(=O)OCC(C)C)=C\1/C=C(CCC1)NCCCOC 2-methylpropyl (2Z)-cyano{3-[(3-methoxypropyl)amino]cyclohex-2-en-1-ylidene}ethanoate